C1(CCCC1)NCCC 3-Cyclopentylaminopropan